ClC1=CC=C(C=C1)[C@H](CCNC(=O)C=1C(=NC=C(C1)C=1C=CC=2N(N1)C=C(N2)NC(C)=O)OC)O N-[(3S)-3-(4-chlorophenyl)-3-hydroxypropyl]-5-{2-acetamidoimidazo[1,2-b]pyridazin-6-yl}-2-methoxypyridine-3-carboxamide